CC1(OC[C@H](O1)CN1[C@H]2CN(C[C@@H]1CC2)C=2C=CC(=C(C(=O)N[C@H](C)C1=CC(=CC(=C1)C=1C=NN(C1)C)OC)C2)C)C 5-[(1R,5S)-8-[[(4R)-2,2-dimethyl-1,3-dioxolan-4-yl]methyl]-3,8-diazabicyclo[3.2.1]octan-3-yl]-N-[(1R)-1-[3-methoxy-5-(1-methylpyrazol-4-yl)phenyl]ethyl]-2-methyl-benzamide